2-chloro-9,10-bis(isopropoxycarbonyleicosyleneoxy)anthracene ClC1=CC2=C(C3=CC=CC=C3C(=C2C=C1)OCCCCCCCCCCCCCCCCCCCCC(=O)OC(C)C)OCCCCCCCCCCCCCCCCCCCCC(=O)OC(C)C